oxo-copper chloride O=[Cu]Cl